ClC=1C(=CC2=C(N(C3=C(CC2)C=CC=C3)CCCCN3C(C2=CC=CC=C2C3=O)=O)C1)C=O 3-chloro-5-[4-(1,3-dioxo-1,3-dihydro-isoindol-2-yl)-butyl]-10,11-dihydro-5H-dibenzo[b,f]azepine-2-carbaldehyde